6-bromo-2,2-difluoro-2H,5H-indeno[5,6-d][1,3]dioxole BrC=1CC2=CC3=C(OC(O3)(F)F)C=C2C1